1-(5-((4-(4-amino-3-(4-phenoxyphenyl)-1H-pyrazolo[3,4-d]pyrimidin-1-yl)piperidin-1-yl)methyl)-4-fluoropyridin-2-yl)dihydropyrimidine-2,4(1H,3H)-dione NC1=C2C(=NC=N1)N(N=C2C2=CC=C(C=C2)OC2=CC=CC=C2)C2CCN(CC2)CC=2C(=CC(=NC2)N2C(NC(CC2)=O)=O)F